2-(4-oxo-tetrahydro-2H-pyran-2-yl)acetic acid ethyl ester C(C)OC(CC1OCCC(C1)=O)=O